C(OC1=CC(=NN1)NC1=CN=C2C(=N1)N(N=C2)CC=2C=NC=CC2)([2H])([2H])[2H] N-(5-(methoxy-d3)-1H-pyrazol-3-yl)-1-(pyridin-3-ylmethyl)-1H-pyrazolo[3,4-b]pyrazin-6-amine